FC(C1(CC1)C=1N(N=C2C=CC=C(C12)C(=O)N)C=1C=NC=CC1)F [1-(difluoromethyl)cyclopropyl]-2-(3-pyridinyl)-2H-indazole-4-carboxamide